ClC=1C=C(C(=O)N2CC3(CC2)CCN(CC3)C(=O)OC(C(F)(F)F)C(F)(F)F)C=CC1C(F)(F)F 1,1,1,3,3,3-Hexafluoropropan-2-yl 2-(3-chloro-4-(trifluoromethyl)benzoyl)-2,8-diazaspiro[4.5]decane-8-carboxylate